3-cyclopropyl-8-(4,4,5,5-tetramethyl-1,3,2-dioxaborolan-2-yl)isoquinoline C1(CC1)C=1N=CC2=C(C=CC=C2C1)B1OC(C(O1)(C)C)(C)C